ClC=1N=C(C2=C(N1)CCOC2)N2[C@@H](CCC2)CO (S)-(1-(2-chloro-7,8-dihydro-5H-pyrano[4,3-d]pyrimidin-4-yl)pyrrolidin-2-yl)methanol